(1-ethylazetidin-2-yl)methyl N-{[2-(2,6-dioxopiperidin-3-yl)-3-oxo-2,3-dihydro-1H-isoindol-5-yl]methyl}carbamate O=C1NC(CCC1N1CC2=CC=C(C=C2C1=O)CNC(OCC1N(CC1)CC)=O)=O